C(CCC)C=1OC2=C(N1)C=CC(=C2)NC/C(/CN)=C/F (E)-N1-(2-butylbenzo[d]oxazol-6-yl)-2-(fluoromethylene)propane-1,3-diamine